1H-benzol C1CC=CC=C1